C1=CC=C(C=C1)CCC2=CC=CC=C2C(=O)O 2-Phenylethylbenzoic acid